2-(4-(1-ethoxyethoxy)pent-2-en-1-yl)cyclopentan-1-one tert-butyl-(S)-(1-(6-fluoro-4-(4-fluorophenyl)-1,2,3,4-Tetrahydroquinoxaline-1-carbonyl)pyrrolidin-3-yl)(methyl)carbamate C(C)(C)(C)OC(N(C)[C@@H]1CN(CC1)C(=O)N1CCN(C2=CC(=CC=C12)F)C1=CC=C(C=C1)F)=O.C(C)OC(C)OC(C=CCC1C(CCC1)=O)C